C[C@@H]1N2C=3C(=C(SC3C(NC1)=O)C=1C=NNC1)OCC2 (S)-6-methyl-2-(1H-pyrazol-4-yl)-4,5,7,8-tetrahydro-3-oxa-1-thia-5a,8-diazabenzo[cd]azulen-9(6H)-one